ClC=1C(=C(CN2C(CC(CC2)(C(=O)O)CC2=NC(=CC=C2F)NC=2SC=CN2)CC)C=CC1)F (3-chloro-2-fluorobenzyl)-2-ethyl-4-((3-fluoro-6-(thiazol-2-ylamino)pyridin-2-yl)methyl)piperidine-4-carboxylic acid